[2-[4-cyano-2-(2-methyl-5-pyrazin-2-ylpyrazol-3-yl)oxyphenyl]]Pyrimidine C(#N)C1=CC(=C(C=C1)C1=NC=CC=N1)OC=1N(N=C(C1)C1=NC=CN=C1)C